2-({3-chloro-2-[(2-chloro-4-fluorophenyl)methoxy]-5,6,7,8-tetrahydro-1,7-naphthyridin-7-yl}methyl)-7-fluoro-1-{[(2S)-oxetan-2-yl]methyl}-1H-1,3-benzodiazole-6-carboxylic acid ClC=1C(=NC=2CN(CCC2C1)CC1=NC2=C(N1C[C@H]1OCC1)C(=C(C=C2)C(=O)O)F)OCC2=C(C=C(C=C2)F)Cl